C(C1=CC=CC=C1)N1C[C@@H]([C@@H](CC1)C)N(C=1N=CC2=C(N1)NC=C2)C N-[(3R,4R)-1-benzyl-4-methyl-3-piperidinyl]-N-methyl-7H-pyrrolo[2,3-d]pyrimidinamine